α,α,3,5-tetrafluoro-benzeneacetic acid FC(C(=O)O)(C1=CC(=CC(=C1)F)F)F